dimethyl-aminopropyl chloride hydrochloride salt Cl.CC(CCCl)(N)C